4-[4-(cyanomethyl)phenyl]Piperazine-1-carboxylic acid tert-butyl ester C(C)(C)(C)OC(=O)N1CCN(CC1)C1=CC=C(C=C1)CC#N